BrC1=CC2=C(N(C=N2)C2=CC=C(C(=N2)N2N=C(C=C2C)C#N)[C@H]2OC[C@H](C2)F)C=C1 1-[6-(5-bromobenzimidazol-1-yl)-3-[(2S,4S)-4-fluorotetrahydrofuran-2-yl]-2-pyridyl]-5-methyl-pyrazole-3-carbonitrile